1,3-bis[4-[1-[4-(2,3-epoxypropoxy)phenyl]-1-[4-(2,3-epoxypropoxy)phenyl]ethyl]phenyl]propane Potassium [K].C(C1CO1)OC1=CC=C(C=C1)C(C)(C1=CC=C(C=C1)OCC1CO1)C1=CC=C(C=C1)CCCC1=CC=C(C=C1)C(C)(C1=CC=C(C=C1)OCC1CO1)C1=CC=C(C=C1)OCC1CO1